((2R,3R,4R,5S)-3,4,5-Trihydroxypiperidin-2-yl)pivalic acid methyl ester (((2R,3R,4R,5S)-3,4,5-trihydroxypiperidin-2-yl) METHYL PIVALATE) O[C@@H]1[C@H](NC[C@@H]([C@H]1O)O)CCC(C(=O)O)(C)C.COC(C(C[C@H]1NC[C@@H]([C@H]([C@@H]1O)O)O)(C)C)=O